1-(3-(4-amino-7-methyl-5-(4-(pyrrolidine-1-carbonyl)phenyl)-7H-pyrrolo[2,3-d]pyrimidin-6-yl)pyrrolidin-1-yl)prop-2-en-1-one NC=1C2=C(N=CN1)N(C(=C2C2=CC=C(C=C2)C(=O)N2CCCC2)C2CN(CC2)C(C=C)=O)C